IC1=C(C=CC(=C1)C)N(C(C(=C)C1=CC=CC=C1)=O)C N-(2-iodo-4-methylphenyl)-N-methyl-2-phenylacrylamide